C(CCC)N1N=NN=C1C(N1CCN(CC1)C1=C(C=NC=C1Cl)Cl)C1=CC(=CC=C1)OC 1-((1-butyl-1H-tetrazol-5-yl)(3-methoxyphenyl)methyl)-4-(3,5-dichloropyridin-4-yl)piperazine